[[2-[(2R,5S)-5-methyl-2-(1H-pyrazol-4-yl)-1-piperidyl]-2-oxo-acetyl]amino]pyridine-3-carboxamide C[C@H]1CC[C@@H](N(C1)C(C(=O)NC1=NC=CC=C1C(=O)N)=O)C=1C=NNC1